1-{[(2S,3S,4S)-4-fluoro-3,4-dimethyl-5-oxopyrrolidin-2-yl]methoxy}-7-methoxyisoquinoline-6-carboxamide F[C@]1([C@H]([C@H](NC1=O)COC1=NC=CC2=CC(=C(C=C12)OC)C(=O)N)C)C